CNCC1=NN(C2=CC=CC=C12)C1=CC=C(C=C1)OC(F)(F)F n-methyl-1-(1-(4-(trifluoromethoxy)phenyl)-1H-indazol-3-yl)methylamine